FC1=C(OC2CC3(C2)CCN(CC3)C(=O)N3C[C@@H]2[C@H](OCC(N2)=O)CC3)C=CC(=C1)C(F)(F)F (-)-trans-6-[2-[2-Fluoro-4-(trifluoromethyl)phenoxy]-7-azaspiro[3.5]nonane-7-carbonyl]-4,4a,5,7,8,8a-hexahydropyrido[4,3-b][1,4]oxazin-3-one